C(C)(C)(C)NC(=O)NS(=O)(=O)C1=C(C=CC(=C1)C#N)OC1=CC(=CC=C1)C1=CC=C(C=C1)C(F)(F)F 1-tert-Butyl-3-[5-cyano-2-[3-[4-(trifluoromethyl)phenyl]phenoxy]phenyl]sulfonyl-urea